BrC1=C(C2=C(C(OC2)=O)C=C1)OCC=1CN(CC1)C(=O)OC(C)(C)C tert-butyl 3-{[(5-bromo-1-oxo-1,3-dihydro-2-benzofuran-4-yl)oxy]methyl}-2,5-dihydro-1H-pyrrole-1-carboxylate